N(C(=O)N)C[Si](OC)(OC)OC Ureidomethyltrimethoxysilane